di(3-propanesulfonic acid)-3,3'-bipyridyl salt N1=CC(=CC=C1)C=1C=NC=CC1.CCCS(=O)(=O)O.CCCS(=O)(=O)O